2-hydroxy-4-(acryloylethoxy)benzophenone OC1=C(C(=O)C2=CC=CC=C2)C=CC(=C1)OCCC(C=C)=O